OC(=CCO)O 1,3-dihydroxypropenol